ClC=1C=C(C(=O)N)C=C(C1)C1=C(C=C(C(=C1)Cl)C)O 3-chloro-5-(5-chloro-2-hydroxy-4-methylphenyl)benzamide